4-amino-8-bromo-7-chloro-3-(propylcarbamoyl)isoquinoline 2-oxide NC1=C([N+](=CC2=C(C(=CC=C12)Cl)Br)[O-])C(NCCC)=O